C(C)(C)(C)OC(=O)N1C(C(CCC1)=O)CC1=C(C(=CC=C1)Br)F 2-(3-bromo-2-fluorobenzyl)-3-oxopiperidine-1-carboxylic acid tert-butyl ester